4-((Pentafluoro-λ6-sulfanyl)-methylen)-2,2-diphenyloxepan FS(F)(F)(F)(F)C=C1CC(OCCC1)(C1=CC=CC=C1)C1=CC=CC=C1